4-(7-methyl-2-((5-methylbenzothiazol-6-yl)amino)-8-oxo-7,8-dihydro-9H-purin-9-yl)tetrahydro-2H-pyran-4-carbonitrile CN1C(N(C2=NC(=NC=C12)NC1=CC2=C(N=CS2)C=C1C)C1(CCOCC1)C#N)=O